(E)-3-(9,9-dimethyl-9H-fluoren-3-yl)but-2-ene CC1(C2=CC=CC=C2C=2C=C(C=CC12)/C(=C/C)/C)C